N-{[1-(dimethylamino)cyclobutyl]methyl}-2-methyl-5-[(1-methyl-1H-pyrazol-5-yl)methoxy]-2H-indazole-3-carboxamide CN(C1(CCC1)CNC(=O)C=1N(N=C2C=CC(=CC12)OCC1=CC=NN1C)C)C